2-chloro-4-fluoro-1-(2-methoxyethoxy)benzene ClC1=C(C=CC(=C1)F)OCCOC